C1(CC1)CCN(C1=C2CN(C(C2=CC=C1)=O)C1C(NC(CC1)=O)=O)C1CCC(CC1)N1CCC(CC1)(F)F 3-(4-((2-cyclopropylethyl)((1r,4r)-4-(4,4-difluoropiperidin-1-yl)cyclohexyl)amino)-1-oxoisoindolin-2-yl)piperidine-2,6-dione